NC1=C(C(=NN1C1CCCC1)CC)C#N 5-amino-1-cyclopentyl-3-ethylpyrazole-4-carbonitrile